(2S)-2-(trifluoromethyl)azetidine FC([C@H]1NCC1)(F)F